[5-(1H-indol-3-ylmethyl)-1,3,4-thiadiazol-2-yl]-4-methoxybenzamide N1C=C(C2=CC=CC=C12)CC1=NN=C(S1)C1=C(C(=O)N)C=CC(=C1)OC